O1C(=NN=C1)C=1C=C(C=NC1)C=1C=C(C=CC1O)N(C([O-])=O)C1CCC(CC1)C 3-(5-(1,3,4-oxadiazol-2-yl)pyridin-3-yl)-4-hydroxyphenyl(4-methylcyclohexyl)carbamate